6-amino-6'-fluoro-N-[(1S,2S)-2-{[4-(4,4,5,5-tetramethyl-1,3,2-dioxaborolan-2-yl)phenyl]methoxy}cyclopentyl][3,3'-bipyridine]-5-carboxamide NC1=C(C=C(C=N1)C=1C=NC(=CC1)F)C(=O)N[C@@H]1[C@H](CCC1)OCC1=CC=C(C=C1)B1OC(C(O1)(C)C)(C)C